N,N'-(methylenebis(4,1-phenylenimino-carbonyl))bis(4-methylbenzenesulfonamide) C(C1=CC=C(C=C1)NC(=O)NS(=O)(=O)C1=CC=C(C=C1)C)C1=CC=C(C=C1)NC(=O)NS(=O)(=O)C1=CC=C(C=C1)C